O1CCN(CC1)CCCN1C=NC(=C1)C=1C=CC=2N(C1)N=CC2N2CCN(CC2)C(=O)OC(C)(C)C tert-butyl 4-(6-(1-(3-morpholinopropyl)-1H-imidazol-4-yl)pyrazolo[1,5-a]pyridin-3-yl)piperazine-1-carboxylate